BrC=1C=CC2=C(N=C(S2)C(F)(F)F)C1 5-bromo-2-(trifluoromethyl)-1,3-benzothiazole